nitrogen binaphthyl C1(=CC=CC2=CC=CC=C12)C1=CC=CC2=CC=CC=C12.[N]